(S)-2-(2-(2-fluorophenyl)acetamido)-4-((2-(2-oxopyridin-1(2H)-yl)ethyl)(4-(5,6,7,8-tetrahydro-1,8-naphthyridin-2-yl)butyl)amino)butanoic acid FC1=C(C=CC=C1)CC(=O)N[C@H](C(=O)O)CCN(CCCCC1=NC=2NCCCC2C=C1)CCN1C(C=CC=C1)=O